FC=1C=C2C(N(C(=NC2=CC1)NC1=NC=CC(=C1)F)C1=CC=CC=C1)=O 6-fluoro-2-((4-fluoropyridin-2-yl)amino)-3-phenylquinazolin-4(3H)-one